OC=1C=CC=C(C1)O 3,5-dihydroxybenzene